(S)-2-((R)-2,4-Dimethylpiperazin-1-yl)-N-(3-(2-((2-fluoro-3-(methylsulfonyl)phenyl)amino)-5-methylpyrimidin-4-yl)-1H-indol-7-yl)propanamid C[C@H]1N(CCN(C1)C)[C@H](C(=O)NC=1C=CC=C2C(=CNC12)C1=NC(=NC=C1C)NC1=C(C(=CC=C1)S(=O)(=O)C)F)C